N-acetyltyrosine CC(=O)NC(CC1=CC=C(C=C1)O)C(=O)O